methyl 2-bromo-5-(6-cyanobenzo[d]oxazol-2-yl)isonicotinate BrC=1C=C(C(=O)OC)C(=CN1)C=1OC2=C(N1)C=CC(=C2)C#N